tert-butyl 4-(2-chloro-5-cyano-3-((8-cyano-4-(cyclobutyl(4-methoxybenzyl)amino)pyrazolo[1,5-a][1,3,5]triazin-2-yl)amino)phenyl)piperazine-1-carboxylate ClC1=C(C=C(C=C1NC1=NC=2N(C(=N1)N(CC1=CC=C(C=C1)OC)C1CCC1)N=CC2C#N)C#N)N2CCN(CC2)C(=O)OC(C)(C)C